Methyl-methionin CN[C@@H](CCSC)C(=O)O